3-(4-hydroxyphenyl)propionate OC1=CC=C(C=C1)CCC(=O)[O-]